1-(4-vinylbenzyl)-3-methylimidazolium C(=C)C1=CC=C(CN2C=[N+](C=C2)C)C=C1